C(C)(C)(C)OC(NC1=NC(=CC=C1)COCCC1=CC(=C(C(=C1)[N+](=O)[O-])OC)C1=NN(C=N1)C)=O tert-Butyl(6-((4-methoxy-3-(1-methyl-1H-1,2,4-triazol-3-yl)-5-nitrophenethoxy)methyl) pyridin-2-yl)carbamate